BrC=1C=C(C(=NC1O[C@@H](C)C1=CC(=CC(=C1)F)F)C)N=CN(C)CC N'-{5-bromo-6-[(1S)-1-(3,5-difluorophenyl)-ethoxy]-2-methylpyridin-3-yl}-N-ethyl-N-methylimidoformamide